3-(6-(4-(azetidin-3-ylmethyl)piperazin-1-yl)-4-methyl-1-oxophthalazin-2(1H)-yl)piperidine-2,6-dione N1CC(C1)CN1CCN(CC1)C=1C=C2C(=NN(C(C2=CC1)=O)C1C(NC(CC1)=O)=O)C